C(CCCCCCCCCCCCCCCCC)OC(C(C)C1=CC(C(C(=C1)C(C)(C)C)(O)O)C(C)(C)C)=O octadecyl-α-(4-hydroxy-3,5-di-t-butyl-4-hydroxyphenyl)propionate